6-{[(3S)-3-Fluoropyrrolidin-1-yl]methyl}-N-[2-(3-methylpyridin-2-yl)-[1,3]thiazolo[5,4-c]pyridin-6-yl]-5-(oxan-4-yl)pyridin-2-amine F[C@@H]1CN(CC1)CC1=C(C=CC(=N1)NC1=CC2=C(C=N1)SC(=N2)C2=NC=CC=C2C)C2CCOCC2